The molecule is a primary fatty amide resulting from the formal condensation of the carboxy group of (11Z)-icos-11-enoic acid with ammonia. It has a role as a human metabolite. It derives from an (11Z)-icos-11-enoic acid. CCCCCCCC/C=C\\CCCCCCCCCC(=O)N